(S)-(4-(5-chloro-2-ethoxybenzyl)morpholin-2-yl)methanamine disuccinate C(CCC(=O)O)(=O)O.C(CCC(=O)O)(=O)O.ClC=1C=CC(=C(CN2C[C@@H](OCC2)CN)C1)OCC